N-(2,2-difluoroethyl)-6,7-difluoro-N-(3-fluoro-5-(3-methyl-3-(pyridin-4-yl)but-1-yn-1-yl)phenyl)-1-methyl-[1,2,4]triazolo[4,3-a]quinazolin-5-amine FC(CN(C1=NC=2N(C3=CC=C(C(=C13)F)F)C(=NN2)C)C2=CC(=CC(=C2)C#CC(C)(C2=CC=NC=C2)C)F)F